P(=O)(O)(O)O[C@H](CO)[C@@H](O)[C@H](O)[C@H](O)CO phospho-mannitol